C12CN(CC(CC1)N2)C=2C1=C(N=CN2)C=CN=C1 4-(3,8-diazabicyclo[3.2.1]oct-3-yl)pyrido[4,3-d]pyrimidine